diphenoxyphosphine oxide O(C1=CC=CC=C1)P(OC1=CC=CC=C1)=O